2-(5-(((2S,6R)-2,6-dimethyl-morpholino)methyl)-4-(pyridin-2-yl)thiazol-2-ylamino)-N-(2,2,2-trifluoroethyl)isonicotinamide C[C@@H]1O[C@@H](CN(C1)CC1=C(N=C(S1)NC=1C=C(C(=O)NCC(F)(F)F)C=CN1)C1=NC=CC=C1)C